C1(CCC(CC1)NC(COC1=CC=C(C=C1)Cl)=O)NC(COC1=CC=C(C=C1)Cl)=O N,N'-((1s,4s)-cyclohexane-1,4-diyl)bis(2-(4-chlorophenoxy)acetamide)